tert-butyl 4-(2-aminothiazol-4-yl)-3,6-dihydropyridine-1(2H)-carboxylate NC=1SC=C(N1)C=1CCN(CC1)C(=O)OC(C)(C)C